CC(=C)C(=O)N(C)C N,N,2-trimethylacrylamide